The molecule is a member of the class of tryptamines that is the methyl ether derivative of serotonin. It has a role as a serotonergic agonist, a human metabolite, a mouse metabolite and a 5-hydroxytryptamine 2A receptor agonist. It is a member of tryptamines and an aromatic ether. It derives from a serotonin. COC1=CC2=C(C=C1)NC=C2CCN